BrC=1C(=C2C(=NC1)NC(=N2)C2=C(N(C(=C2)C)C=2C(=C(C=CC2)NS(=O)(=O)C)C)C)N[C@@H]2CN(CC2)S(=O)(=O)CC N-(3-(3-(6-Bromo-7-(((S)-1-(ethylsulfonyl)pyrrolidin-3-yl)amino)-3H-imidazo[4,5-b]pyridin-2-yl)-2,5-dimethyl-1H-pyrrol-1-yl)-2-methylphenyl)methansulfonamid